Methyl (R)-1-(2,2-dihydroxyethyl)-5-(1-(4-fluorophenyl) ethylcarbamoyl)-3-methoxy-4-oxo-1,4-dihydropyridine-2-carboxylate OC(CN1C(=C(C(C(=C1)C(N[C@H](C)C1=CC=C(C=C1)F)=O)=O)OC)C(=O)OC)O